3-(3-(Dimethylamino)propylamino)propylamin CN(CCCNCCCN)C